(2R*,3S*)-2-amino-3-methylpentanoic acid N[C@@H](C(=O)O)[C@H](CC)C |o1:1,5|